COCOC1=C(C=CC=C1)C1=CC2=C(N=N1)NC1=C2C(N(CC1)C1=NC=C(C=N1)C=O)C 2-(3-(2-(methoxymethoxy)phenyl)-5-methyl-7,8-dihydro-5H-pyrido[3',4':4,5]pyrrolo[2,3-c]pyridazin-6(9H)-yl)pyrimidine-5-carbaldehyde